ClC(C=1OC(=NN1)C=CC1=CC=C(C=C1)OC)(Cl)Cl 2-trichloromethyl-5-(p-methoxystyryl)-1,3,4-oxadiazole